2-((4-(2-(4-chlorophenyl)-2,3-dihydrobenzo[b][1,4]dioxin-5-yl)piperidin-1-yl)methyl)-1-(((S)-oxetan-2-yl)methyl)-1H-benzo[d]imidazole-6-carboxylic acid ClC1=CC=C(C=C1)C1COC2=C(O1)C=CC=C2C2CCN(CC2)CC2=NC1=C(N2C[C@H]2OCC2)C=C(C=C1)C(=O)O